FCCCN1C[C@H](CC1)OC1=CC=C(C=C1)C1=C(CCOC2=C1C=CC(=C2)O)C2=CC=C1C=CNC1=C2 5-[4-[(3S)-1-(3-fluoropropyl)pyrrolidin-3-yl]oxyphenyl]-4-(1H-indol-6-yl)-2,3-dihydro-1-benzoxepin-8-ol